3,4-dimethylthiazolidine-2-thione CN1C(SCC1C)=S